Br[C@H]1N(C2=C(N=C1)N(C=C2)COCC[Si](C)(C)C)C(COC)C (R)-2-bromo-N-(1-methoxypropan-2-yl)-5-((2-(trimethylsilyl)ethoxy)methyl)-5H-pyrrolo[2,3-b]pyrazine